C(CCC)NC=1N=CC2=C(N(C(C=3C=C(C=CC23)CN2CCN(CC2)C)=O)C2CC3(C2)CC(C3)O)N1 3-(Butylamino)-5-(6-hydroxyspiro[3.3]heptan-2-yl)-8-((4-methylpiperazin-1-yl)methyl)pyrimido[4,5-c]isoquinolin-6(5H)-one